ClC1=C(CNC(=O)[C@]2(C=3C=CC=NC3[C@@](CC2)(O)CC#N)F)C=CC(=C1)F (5S,8S)-N-(2-chloro-4-fluorobenzyl)-8-(cyanomethyl)-5-fluoro-8-hydroxy-5,6,7,8-tetrahydro-quinoline-5-carboxamide